FC1(CC(CC1)C(C(=O)NC=1C=NC(=CC1)C(F)(F)F)C1=CC=C(C=C1)C=1N=NN(N1)C)F 2-(3,3-Difluorocyclopentyl)-2-(4-(2-methyl-2H-tetrazol-5-yl)phenyl)-N-(6-(trifluoromethyl)pyridin-3-yl)acetamide